1-methylethyl 2-[4-(4-chlorobenzoyl) phenoxy]-2-methyl-propanoate ClC1=CC=C(C(=O)C2=CC=C(OC(C(=O)OC(C)C)(C)C)C=C2)C=C1